COC1=CC=C(C=C1)C(C#N)(C#N)C#CCCC1=C(C=CC=C1)C(F)(F)F 2-(4-methoxyphenyl)-2-(4-(2-(trifluoromethyl)phenyl)butynyl)malononitrile